1,3-bis(6-amino-2-benzoAzolyl)benzene NC1=CC2=C(C=C(N2)C2=CC(=CC=C2)C=2NC3=C(C2)C=CC(=C3)N)C=C1